tert-butyl (1S,5R)-3-oxa-7,9-diazabicyclo[3.3.1]nonane-7-carboxylate [C@@H]12COC[C@@H](CN(C1)C(=O)OC(C)(C)C)N2